C(C1=CC=CC=C1)OC(=O)N[C@H](C(=O)OCC1=CC=CC=C1)CCC(=O)NCCOCCOCCOCCNC(CCCC1=CC=C(C=C1)OC)=O benzyl (2S)-2-(benzyloxycarbonylamino)-5-[2-[2-[2-[2-[4-(4-methoxyphenyl)butanoylamino]ethoxy]ethoxy]ethoxy]ethylamino]-5-oxo-pentanoate